zinc gallium salt [Ga].[Zn]